ClC=1C=C(C=NC1C(F)(F)F)[C@H](NC(=O)N1[C@@H](C(NCC1)=O)C)C1=CC=C(C=C1)OC(F)(F)F |o1:11| (2R)-N-((R or S)-(5-chloro-6-(trifluoro-methyl)pyridin-3-yl)(4-(trifluoromethoxy)phenyl)methyl)-2-methyl-3-oxopiperazine-1-carboxamide